[N+](=O)([O-])C1=CC(=NC(=C1)C=1N=NN(C1)C1=CC(=C(C(=O)O)C=C1)O)C=1N=NN(C1)C1=CC(=C(C(=O)O)C=C1)O 4,4'-((4-nitropyridine-2,6-diyl)bis(1H-1,2,3-triazole-4,1-diyl))bis(2-hydroxybenzoic acid)